ethyl (2S,7aS)-2-hydroxy-5-oxotetrahydro-1H-pyrrolizine-7a(5H)carboxylate O[C@H]1C[C@@]2(CCC(N2C1)=O)C(=O)OCC